1-(Tert-butyl)-3-fluoro-N-(2-fluoro-4-methyl-5-(8-morpholinoimidazo[1,2-a]pyrazin-6-yl)phenyl)-1H-pyrazole-4-carboxamide C(C)(C)(C)N1N=C(C(=C1)C(=O)NC1=C(C=C(C(=C1)C=1N=C(C=2N(C1)C=CN2)N2CCOCC2)C)F)F